(S)-(1-(4-((1-(3,4,5-trimethoxyphenyl)-1H-imidazol-4-yl)amino)-5,6,7,8-tetrahydroquinazolin-2-yl)pyrrolidin-2-yl)methanol COC=1C=C(C=C(C1OC)OC)N1C=NC(=C1)NC1=NC(=NC=2CCCCC12)N1[C@@H](CCC1)CO